(R)-N-(5-methyl-2'-oxo-6'-(2-(trifluoromethyl)piperidin-1-yl)-1',2'-dihydro-[4,4'-bipyridin]-2-yl)-2-(1-methylazetidin-3-yl)acetamide CC=1C(=CC(=NC1)NC(CC1CN(C1)C)=O)C1=CC(NC(=C1)N1[C@H](CCCC1)C(F)(F)F)=O